ClC1=C(C=C(C=C1)[C@@H](CC(=O)O)C1CC1)NC[C@@H]([C@H](C(F)(F)F)C)C=1C=NC2=CC=CC=C2C1 (S)-3-(4-chloro-3-((2S,3R)-4,4,4-trifluoro-3-methyl-2-(quinolin-3-yl)butanylamino)phenyl)-3-cyclopropylpropionic acid